C(CC=C)OC=1C=C(C=C2C=CC=NC12)C1=CC(=NC=C1OC)[C@@H](C)N(C(=O)N[C@H](CC=C)CCC(F)(F)F)CC 1-((R)-1-(4-(8-(but-3-en-1-yloxy)quinolin-6-yl)-5-methoxypyridin-2-yl)ethyl)-1-ethyl-3-((S)-7,7,7-trifluorohept-1-en-4-yl)urea